FC1CN(C1)C1=C(CNCCC2(OC3(OCC2)CC2CC2C3)C3=NC=CC=C3)C=CC=C1 N-(2-(3-fluoroazetidin-1-yl)benzyl)-2-(4'-(pyridin-2-yl)tetrahydrooxaspiro[bicyclo[3.1.0]hexane-3,2'-pyran]-4'-yl)ethylamine